tert-Butyl N-[(1R,2R,3S,5S)-2-fluoro-8-azabicyclo[3.2.1]octan-3-yl]carbamate F[C@@H]1[C@H]2CC[C@@H](C[C@@H]1NC(OC(C)(C)C)=O)N2